tert-Butyl 2-chloro-6-[3-(2-dispiro[2.0.2.1]heptan-7-ylethoxy)-2-oxo-pyrrolidin-1-yl]pyridine-3-carboxylate ClC1=NC(=CC=C1C(=O)OC(C)(C)C)N1C(C(CC1)OCCC1C2(C13CC3)CC2)=O